methyl 2-cyclopropyl-6-[(3-fluoro-3-methyl-azetidin-1-yl)methyl]pyrimidine-4-carboxylate C1(CC1)C1=NC(=CC(=N1)C(=O)OC)CN1CC(C1)(C)F